Cl.N1CCC(CC1)N1CCN(CC1)C1=CC=C(C=C1)C1C(NC(CC1)=O)=O 3-(4-(4-(Piperidin-4-yl)piperazin-1-yl)phenyl)piperidine-2,6-dione HCl